C(CCCCCCC)C1=C(C=CC=C1)Cl.[Sb] antimony octylphenyl chloride